2-cyano-1-[[ethyl-(methyl)sulfamoyl]amino]-3-nitro-benzene C(#N)C1=C(C=CC=C1[N+](=O)[O-])NS(N(C)CC)(=O)=O